FC(C(=O)O)(F)F.COC=1SC=2CN[C@@H](CC2N1)C (R)-2-methoxy-6-methyl-4,5,6,7-tetrahydrothiazolo[5,4-c]pyridine 2,2,2-trifluoroacetate